ClC1=NC(=C2C(=N1)N(N=C2)[C@H]2[C@@H]([C@@H]([C@H](O2)COOP(=O)(OO)COP(O)(O)=O)O)O)NOC2CCCC2 (((((2R,3S,4R,5R)-5-(6-chloro-4-((cyclopentyloxy)amino)-1H-pyrazolo[3,4-d]pyrimidine-1-yl)-3,4-dihydroxytetrahydrofuran-2-yl)methoxy)(hydroxy)phosphono)methyl)phosphoric acid